1-(2H-1,3-benzodioxol-5-yl)butan-2-amine O1COC2=C1C=CC(=C2)CC(CC)N